7-[(3S,4R)-4-(4-chloroanilino)-3-methyl-1-piperidinyl]-2,4-dimethyl-5-oxo-thiazolo[5,4-b]pyridine-6-carbonitrile ClC1=CC=C(N[C@H]2[C@H](CN(CC2)C=2C3=C(N(C(C2C#N)=O)C)SC(=N3)C)C)C=C1